(4-chloro-3-(morpholine-4-carbonyl)phenyl)boronic acid ClC1=C(C=C(C=C1)B(O)O)C(=O)N1CCOCC1